CNC(C1=CC(=NC=C1)N1CCC2(CN(CCO2)C2=CC=CC=C2)CC1)=O N-methyl-2-(4-phenyl-1-oxa-4,9-diazaspiro[5.5]undecan-9-yl)isonicotinamide